tert-butyl ((1r,4r)-4-((4-(3-ethoxypropyl)phenyl)amino)cyclohexyl)carbamate C(C)OCCCC1=CC=C(C=C1)NC1CCC(CC1)NC(OC(C)(C)C)=O